FC=1C(=C2C3=C(NC2=C(C1)C(=O)N)CCC3)C3CN(CCC3)C(C=C)=O 7-fluoro-8-(1-prop-2-enoyl-3-piperidinyl)-1,2,3,4-tetrahydrocyclopenta[b]indole-5-carboxamide